FC=1C=CC2=C(NC=N2)C1C(=O)[O-] 6-fluoro-1H-benzo[d]imidazole-7-carboxylate